isoheptadecanol C(CCCCCCCCCCCCCC(C)C)O